6-(Cyclopropanamido)-N-cyclopropoxy-4-((2-methoxy-3-(1-methyl-1H-1,2,4-triazol-3-yl)phenyl)amino)pyridazine-3-carboxamide C1(CC1)C(=O)NC1=CC(=C(N=N1)C(=O)NOC1CC1)NC1=C(C(=CC=C1)C1=NN(C=N1)C)OC